N1N=CC2=CC(=CC=C12)C#CC1=NC(=NC=C1)C1=NC(=NC=C1)NCC1=C(C=C(C=C1)F)OC 4-((1H-Indazol-5-yl)ethynyl)-N-(4-fluoro-2-methoxybenzyl)-[2,4'-bipyrimidin]-2'-amine